3-(3,3-Difluoropyrrolidin-1-yl)-1-[(2R,5S)-4-(2-{7,8-dimethyl-[1,2,4]triazolo[1,5-a]pyridin-6-yl}-3-(propan-2-yl)-1H-pyrrolo[3,2-b]pyridin-5-yl)-2,5-dimethylpiperazin-1-yl]propan-1-on FC1(CN(CC1)CCC(=O)N1[C@@H](CN([C@H](C1)C)C1=CC=C2C(=N1)C(=C(N2)C=2C(=C(C=1N(C2)N=CN1)C)C)C(C)C)C)F